2-methacryloxyethyltrimethoxysilane C(C(=C)C)(=O)OCC[Si](OC)(OC)OC